C(C)C1CCC(CC1)C1CCC(CC1)CCC 4-ethyl-4'-propylbicyclohexane